FC1=C(C=CC(=C1F)C)C=1N=NN(C1)[C@H]1[C@H]([C@H](O[C@@H]([C@@H]1OC)CC1=NOC(=C1)C1(CC1)O)CO)O (2R,3R,4S,5R,6R)-4-(4-(2,3-difluoro-4-methylphenyl)-1H-1,2,3-triazol-1-yl)-6-((5-(1-hydroxycyclopropyl)isoxazol-3-yl)methyl)-2-(hydroxymethyl)-5-methoxytetrahydro-2H-pyran-3-ol